BrC1=NN(C=C1F)CC 3-bromo-1-ethyl-4-fluoro-1H-pyrazole